4-(1-methyl-1H-benzo[d]imidazol-5-yl)-2-((4-(4-methylpiperazin-1-yl)phenyl)amino)pyrimidin-5-ol piperidine-3,5-diylbis(butane-4,1-diyl)bis(2-hexyldecanoate) N1CC(CC(C1)CCCCC(C(=O)O)(CCCCCCCC)CCCCCC)CCCCC(C(=O)O)(CCCCCCCC)CCCCCC.CN1C=NC2=C1C=CC(=C2)C2=NC(=NC=C2O)NC2=CC=C(C=C2)N2CCN(CC2)C